α-methylcysteine C[C@](N)(CS)C(=O)O